oxazole-4-carboxylate O1C=NC(=C1)C(=O)[O-]